(1S,4S)-2-methyl-2,5-diazabicyclo[2.2.1]heptane CN1[C@@H]2CN[C@H](C1)C2